(Z)-1,2,4-tribromobut-2-ene BrC/C(=C/CBr)/Br